COC1=NC=CC2=C1NC=1CCN(CCC12)C 1-methoxy-7-methyl-5,6,7,8,9,10-hexahydropyrido[4',3':4,5]pyrrolo[2,3-d]azepine